N1(CCOCC1)C1CCC(CC1)OC1=C(C=C(C=C1)S(=O)(=O)NC(C1=C(C=CC=C1)OC=1C=C2C(=NC1)NC=C2)=O)[N+](=O)[O-] N-({4-[(4-morpholin-4-ylcyclohexyl)oxy]-3-nitrophenyl}sulfonyl)-2-(1H-pyrrolo[2,3-b]pyridin-5-yloxy)benzamide